C(CCC)(=O)OC=1C=CC=C2C(=CNC12)CCN(C)C1CC1 3-(2-(cyclopropyl (methyl) amino) ethyl)-1H-indol-7-yl butyrate